C(CCCC)C=1C=C(C=CC1)OB(O)O m-n-pentylphenyl-boric acid